ClC=1C=CC(=C(C1)C=1C=CC=C2C=NCN(C12)C1=CC=C(C=C1)N1CCNCC1)F 8-(5-chloro-2-fluorophenyl)-N-(4-(piperazin-1-yl)phenyl)quinazolin